C(C)(C)[Si](C(C)C)(C(C)C)C#CC1=CC=CC2=CC=CC=C12 ((triisopropylsilyl)ethynyl)naphthalen